C(CCCCCCCCCCC\C=C/CCCC)=O (13Z)-13-Octadecenal